[Cl-].C(CCCCCCC\C=C/CCCCCCCC)(=O)C([NH+](CCO)CC)C(CCCCCCC\C=C/CCCCCCCC)=O dioleoyl-ethyl-hydroxyethyl-methyl-ammonium chloride